BrCC1CN2C(=NN=C2C2=CC=C(C=C2)OC)S1 6-(bromomethyl)-3-(4-methoxyphenyl)-5,6-dihydro[1,3]thiazolo[2,3-c][1,2,4]triazol